4-(3-Chloroanilino)-2'-{(2R)-3-[(6,6-dimethyl-6,7-dihydro-5H-cyclopenta[b]pyridin-4-yl)oxy]-2-methylpropyl}-2',3'-dihydrospiro[cyclohexane-1,1'-indene]-4-carboxylic acid ClC=1C=C(NC2(CCC3(C(CC4=CC=CC=C34)C[C@H](COC3=C4C(=NC=C3)CC(C4)(C)C)C)CC2)C(=O)O)C=CC1